3-methoxy-2-azaspiro[4.4]nonane-2-carboxylic acid tert-butyl ester C(C)(C)(C)OC(=O)N1CC2(CC1OC)CCCC2